thieno[2,3-c]Pyridine-7(6H)-one S1C=CC2=C1C(NC=C2)=O